NC1=C(C(N(C2=CC(=CC=C12)C(F)(F)F)C1=CC(NC=C1)=O)=O)C(=O)OC methyl 4-amino-2-oxo-1-(2-oxo-1,2-dihydropyridin-4-yl)-7-(trifluoromethyl)-1,2-dihydroquinoline-3-carboxylate